C(C)(=O)O[C@@H]([C@@H](C=O)O)[C@H](OC(C)=O)CO 3,4-di-O-acetyl-D-arabinose